FC(OC1=C(C(=O)NCC)C(=CC(=C1)N1C=NC2=C1C=CC(=C2)C=2C=NN(C2)CC)OC)F 2-(difluoromethoxy)-N-ethyl-4-[5-(1-ethylpyrazol-4-yl)benzimidazol-1-yl]-6-methoxy-benzamide